C(#N)C(CC1=CC2=CC=C(C=C2C=C1)C=1C=CC2=C(N(C(O2)=O)C)C1)NC(=O)[C@H]1OCCCNC1 (2S)-N-{1-cyano-2-[6-(3-methyl-2-oxo-1,3-benzoxazol-5-yl)naphthalen-2-yl]ethyl}-1,4-oxazepane-2-carboxamide